O1C(=NC=C1)CN1N=C(C=CC1=O)C1=NC=CC=C1 2-(oxazol-2-ylmethyl)-6-(pyridin-2-yl)pyridazin-3(2H)-one